[Se](O)(O)(=O)=O.[W] tungsten selenoic acid